N-(4-(4-aminophenyl)cyclohexyl)-2-hydroxy-2-methylpropanamide NC1=CC=C(C=C1)C1CCC(CC1)NC(C(C)(C)O)=O